2-[[4-[3-fluoro-5-isopropoxy-2-(2H-tetrazol-5-yl)phenyl]piperazin-1-yl]methyl]-1,3-benzothiazole FC=1C(=C(C=C(C1)OC(C)C)N1CCN(CC1)CC=1SC2=C(N1)C=CC=C2)C=2N=NNN2